O([C@H]1[C@H](O)[C@@H](O)[C@H](O)[C@H](O1)CO)C1=CC2=C(C(C=C(O2)C2=CC=CC=C2)=O)C(=C1O)O 5,6-Dihydroxy-4-oxo-2-phenyl-4H-1-benzopyran-7-yl beta-D-glucopyranoside